O-((2R,3R,4R,5S)-5-(6-benzamido-9H-purin-9-yl)-4-fluoro-2-((tritylamino)methyl)tetrahydrofuran-3-yl) O-(2-cyanoethyl) phosphonothioate P(O[C@@H]1[C@H](O[C@@H]([C@@H]1F)N1C2=NC=NC(=C2N=C1)NC(C1=CC=CC=C1)=O)CNC(C1=CC=CC=C1)(C1=CC=CC=C1)C1=CC=CC=C1)(OCCC#N)=S